N-(3-(5-fluoropyridin-3-yl)propyl)-2-(3-iodo-4-methoxyphenyl)nicotinamide FC=1C=C(C=NC1)CCCNC(C1=C(N=CC=C1)C1=CC(=C(C=C1)OC)I)=O